N-(4-(thiophen-3-yl)benzyl)propionamide S1C=C(C=C1)C1=CC=C(CNC(CC)=O)C=C1